[Si](C)(C)(C(C)(C)C)OC1C(N(C(C1)C(C)C)NC(C(=O)OCC)=N)=O ethyl 2-[[3-[tert-butyl(dimethyl)silyl]oxy-5-isopropyl-2-oxo-pyrrolidin-1-yl]amino]-2-imino-acetate